N-(3,3-difluorocyclohexyl)-2-(1H-imidazol-5-yl)thiazole-4-carboxamide FC1(CC(CCC1)NC(=O)C=1N=C(SC1)C1=CN=CN1)F